1H-Pyrazolo[3,4-b]pyridine-5-carboxylic acid 4-(4-cyano-piperidine-1-sulfonyl)-benzylamide C(#N)C1CCN(CC1)S(=O)(=O)C1=CC=C(CNC(=O)C=2C=C3C(=NC2)NN=C3)C=C1